ClC1=NC=CC(=N1)C1=CN=C2N1N=C(C(=C2)OC)C2OCC2 3-(2-chloropyrimidin-4-yl)-7-methoxy-6-(oxetan-2-yl)imidazo[1,2-b]pyridazine